ethyl 6-bromo-8-deuteromethyl-2-trifluoromethyl-2-hydroxy-2H-benzopyran-3-carboxylate BrC=1C=C(C2=C(C=C(C(O2)(O)C(F)(F)F)C(=O)OCC)C1)C[2H]